(R)-7-(2-methylindoline-1-yl)-N-(piperidine-4-ylmethyl)thiazolo[5,4-d]Pyrimidine-2-carboxamide C[C@H]1N(C2=CC=CC=C2C1)C=1C2=C(N=CN1)SC(=N2)C(=O)NCC2CCNCC2